1-((1S,3S)-1-(4-(adamantan-1-ylamino)phenyl)-3-butyl-6-methoxy-3,4-dihydroisoquinolin-2(1H)-yl)propan-2-yn-1-one C12(CC3CC(CC(C1)C3)C2)NC2=CC=C(C=C2)[C@@H]2N([C@H](CC3=CC(=CC=C23)OC)CCCC)C(C#C)=O